ClC1=C(C(=CC=C1Cl)O)[C@H]1C[C@@H]2N(C(CN(C2)C([C@@H](CC)O)=O)=O)CC1 (8R,9aS)-8-(2,3-dichloro-6-hydroxyphenyl)-2-[(2R)-2-hydroxybutanoyl]-hexahydro-1H-pyrido[1,2-a]pyrazin-4-one